C(CCC)C(C(=O)OCCCCCCOCC(COCCOCCOCCOCCN)OCCCCCCOC(C(CCCCCC)CCCC)=O)CCCCCC 6-[3-[2-[2-[2-(2-aminoethoxy)ethoxy]ethoxy]ethoxy]-2-[6-(2-butyloctanoyloxy) hexoxy]propoxy]hexyl 2-butyloctanoate